C1(=CC=CC=C1)P(C1=CC=CC=2OCCCOC3=C(C21)C(=CC=C3)P(C3=CC=CC=C3)C3=CC=CC=C3)C3=CC=CC=C3 (R)-(-)-1,13-bis(diphenylphosphino)-7,8-dihydro-6H-dibenzo[f,h][1,5]dioxonin